2-hydroxy-1-phenylethylamine OCC(C1=CC=CC=C1)N